C(C(=O)OC#CC)(=O)OC Methyl 2-propynyl oxalate